Cl.Cl.N[C@]1([C@@H](CC[C@H](C1)CCB(O)O)CNC([C@H](C(C)(C)C)N)=O)C(=O)O (1R,2S,5R)-1-Amino-2-(((S)-2-amino-3,3-dimethylbutanamido)methyl)-5-(2-boronoethyl)cyclohexane-1-carboxylic acid dihydrochloride